(2R,3R,4R,5R)-5-(4-amino-2-oxopyrimidin-1(2H)-yl)-2-(chloromethyl)-4-fluoro-2-(hydroxymethyl)tetrahydrofuran-3-yl isobutyrate C(C(C)C)(=O)O[C@@H]1[C@](O[C@H]([C@@H]1F)N1C(N=C(C=C1)N)=O)(CO)CCl